ClC1=C(C=C(C=C1)N1N=NN=C1CNC(=O)NCC1=NC(=NN1C1=CC=C2C=CC=NC2=C1)C)F 1-{[1-(4-chloro-3-fluorophenyl)-1H-1,2,3,4-tetrazol-5-yl]methyl}-3-{[3-methyl-1-(quinolin-7-yl)-1H-1,2,4-triazol-5-yl]methyl}urea